FC=1C=C2C([C@@H](CN3C2=C(C1F)C=C3)NC(OC(C)(C)C)=O)=C tert-butyl (S)-(8,9-difluoro-6-methylene-5,6-dihydro-4H-pyrrolo[3,2,1-ij]quinolin-5-yl)carbamate